N-(3-chloro-5-(methylsulfonamido)phenyl)-4-(5-hydroxypyrimidin-2-yl)-5-methylthiophene-2-carboxamide ClC=1C=C(C=C(C1)NS(=O)(=O)C)NC(=O)C=1SC(=C(C1)C1=NC=C(C=N1)O)C